2-((2S)-1-acryloyl-4-(5-(2-fluoro-6-methylphenyl)-3,4-dihydro-2H-pyrano[2,3-f]quinazolin-10-yl)piperazin-2-yl)acetonitrile C(C=C)(=O)N1[C@H](CN(CC1)C1=NC=NC2=CC(=C3C(=C12)OCCC3)C3=C(C=CC=C3C)F)CC#N